3-(2,4-dichloropyrimidin-5-yl)pyridazine cyclohexyliodomethyl-hexadecanoate C1(CCCCC1)C(C(=O)O)(CCCCCCCCCCCCCC)CI.ClC1=NC=C(C(=N1)Cl)C=1N=NC=CC1